3-bromo-1-(3-chloropyridin-2-yl)-N-(1-(phenethylcarbamoyl)cyclopropyl)-1H-pyrazole-5-carboxamide BrC1=NN(C(=C1)C(=O)NC1(CC1)C(NCCC1=CC=CC=C1)=O)C1=NC=CC=C1Cl